(E)-ethyl 3-(2-ethyl-3-(4-ethylphenyl)-7-fluoro-4-oxo-3,4-dihydroquinazolin-6-yl)acrylate C(C)C1=NC2=CC(=C(C=C2C(N1C1=CC=C(C=C1)CC)=O)/C=C/C(=O)OCC)F